CSC1=CC=C(C(=S)C2=C(C=CC=C2)C2=CC=CC=C2)C=C1 4-methylthio-2'-phenylthiobenzophenone